acetylcyclohexanesulfonylperoxide C(C)(=O)OOS(=O)(=O)C1CCCCC1